CN1C(=CC2=CC=C(C=C12)N1C(NC(CC1)=O)=O)C1CCNCC1 1-(1-methyl-2-(piperidin-4-yl)-1H-indol-6-yl)dihydropyrimidine-2,4(1H,3H)-dion